4-chloro-1-methyl-6-(1-methyl-1H-pyrazol-4-yl)-1H-indol ClC1=C2C=CN(C2=CC(=C1)C=1C=NN(C1)C)C